OC1=C(C=CC=C1)C=CC 1-(2-hydroxyphenyl)propylene